((6-phenylpyridine-2-yl)methyl)piperidin-3-ol C1(=CC=CC=C1)C1=CC=CC(=N1)CN1CC(CCC1)O